N-(3-fluoro-4-methyl-9-oxo-6,7,8,9-tetrahydro-5H-benzo[7]annulen-1-yl)acetamide FC1=C(C2=C(C(CCCC2)=O)C(=C1)NC(C)=O)C